triaminooctane NC(CCCCCCC)(N)N